COC=1C=CC2=C(N(C(C(N2C)=O)=O)C2CCNCC2)N1 4-(6-methoxy-1-methyl-2,3-dioxo-2,3-dihydropyrido[2,3-b]pyrazin-4(1H)-yl)piperidine